N-(6-(2H-1,2,3-triazol-2-yl)-5-(trifluoromethyl)pyridin-3-yl)-2'-amino-5-chloro-4'-fluoro-2-(trifluoromethyl)-[1,1'-biphenyl]-4-formamide N=1N(N=CC1)C1=C(C=C(C=N1)NC(=O)C1=CC(=C(C=C1Cl)C1=C(C=C(C=C1)F)N)C(F)(F)F)C(F)(F)F